C1(=CC=CC=C1)[C@H]([C@H](N)C1=CC=CC=C1)N (1R,2R)-1,2-diphenylethane-1,2-diamine